C(C)(C)(C)OC(=O)N1CCN(CC1)C1=CC=C(C2=CC=CC=C12)N1C(NC(CC1)=O)=O 4-(4-(2,4-Dioxotetrahydropyrimidin-1(2H)-yl)naphthalen-1-yl)piperazine-1-carboxylic acid tert-butyl ester